[O-2].[Al+3].[Co+2].[Ni+2].[Li+].[Li+] dilithium nickel cobalt aluminum oxide